5-[3-({[(1R,4r)-4-aminocyclohexyl]methyl}sulfanyl)-4-(trifluoromethyl)phenyl]-1,3,4-oxadiazol-2(3H)-one NC1CCC(CC1)CSC=1C=C(C=CC1C(F)(F)F)C1=NNC(O1)=O